O(C#N)C1=CC2=CC=C(C=C2C=C1)OC#N 2,6-dicyanatonaphthalene